CS(=O)(=O)C1=NC=C(C=N1)CC(CCCC)[N-]CC#C 6-(2-(methylsulfonyl)pyrimidin-5-yl)-N-(prop-2-yn-1-yl)hexan-5-ylamide